SCCN1C(N(C2N(C(N(C12)CCS)=O)CCS)CCS)=O 1,3,4,6-tetrakis(2-mercaptoethyl)-1,3,4,6-tetraaza-octahydropentalene-2,5-dione